O=C([C@H](C[C@H]1C(NCC1)=O)NC(=O)[C@H]1N(C[C@@H](C1)C(F)(F)F)C(=O)OC(C)(C)C)COC(F)(F)F tert-butyl (2S,4R)-2-(((S)-3-oxo-1-((S)-2-oxopyrrolidin-3-yl)-4-(trifluoromethoxy)butan-2-yl)carbamoyl)-4-(trifluoromethyl)pyrrolidine-1-carboxylate